2-(N-(4-(4-(2-(4,4-difluoropiperidin-1-yl)-6-methylpyrimidin-4-yl)-1H-pyrazol-1-yl)-Methyl 3-(4-methylpiperidin-1-yl)phenyl)sulfamoyl)acetate FC1(CCN(CC1)C1=NC(=CC(=N1)C=1C=NN(C1)C1=C(C(=C(C=C1)NS(=O)(=O)CC(=O)[O-])C)N1CCC(CC1)C)C)F